Cl.N1(CCCC1)CCC(=O)O 3-(Pyrrolidin-1-yl)propanoic acid hydrochloride